(2S,4R)-1-(2-(3-acetyl-5-(2-(methylsulfonyl)pyrimidin-5-yl)-1H-indazol-1-yl)acetyl)-N-(6-bromopyridin-2-yl)-4-fluoropyrrolidine-2-carboxamide C(C)(=O)C1=NN(C2=CC=C(C=C12)C=1C=NC(=NC1)S(=O)(=O)C)CC(=O)N1[C@@H](C[C@H](C1)F)C(=O)NC1=NC(=CC=C1)Br